3,7-dimethylpentadecane-2-ol CC(C(C)O)CCCC(CCCCCCCC)C